6-chloro-4-((2,5-dimethyl-1-oxo-1,2,4,5-tetrahydropyrido[3,4-e][1,2,4]triazolo[4,3-a]pyrazin-6-yl)amino)-N-(methyl-d3)nicotinamide ClC1=NC=C(C(=O)NC([2H])([2H])[2H])C(=C1)NC1=NC=CC2=C1N(CC=1N2C(N(N1)C)=O)C